BrC1=C(N=NC=C1OC1=CC(=CC=C1)OC)O 4-bromo-5-(3-methoxyphenoxy)pyridazin-3-ol